1,3-dihydro-1,4-benzodiazepin-2-one N1C(CN=CC2=C1C=CC=C2)=O